COC1(C=C(C(C(C1)(C)C)=O)C#N)C1=NC=CC=C1C(F)(F)F 3-methoxy-5,5-dimethyl-6-oxo-3-[3-(trifluoromethyl)pyridin-2-yl]cyclohex-1-ene-1-carbonitrile